C1(CCC2=CC=CC3=CC=CC1=C23)=O 2,3-dihydro-1H-phenalen-1-one